5-chloro-4-(1-(2-chlorophenyl)ethylamino)-2-fluoro-N-(thiazol-2-yl)benzenesulfonamide ClC=1C(=CC(=C(C1)S(=O)(=O)NC=1SC=CN1)F)NC(C)C1=C(C=CC=C1)Cl